3-[3-ethyl-4-(pyrazolo[1,5-a]pyridin-5-yloxy)phenyl]-1-[5-(trifluoromethyl)-3-pyridinyl]-2,4-imidazolidinedione C(C)C=1C=C(C=CC1OC1=CC=2N(C=C1)N=CC2)N2C(N(CC2=O)C=2C=NC=C(C2)C(F)(F)F)=O